(S)-quinuclidin-3-yl((R)-5-(3-chloro-4-ethoxyphenyl)-2,2-dimethyl-2,3-dihydro-1H-inden-1-yl)carbamate N12C[C@H](C(CC1)CC2)OC(N[C@@H]2C(CC1=CC(=CC=C21)C2=CC(=C(C=C2)OCC)Cl)(C)C)=O